(1R,3R,4R)-N-((S)-1-cyano-2-((R)-2-oxopyrrolidin-3-yl)ethyl)-2-((R)-3-cyclopropyl-2-((5-methylpyridin-3-yl)amino)propanoyl)-5,5-difluoro-2-azabicyclo[2.2.2]octane-3-carboxamide C(#N)[C@H](C[C@@H]1C(NCC1)=O)NC(=O)[C@@H]1N([C@H]2CC([C@@H]1CC2)(F)F)C([C@@H](CC2CC2)NC=2C=NC=C(C2)C)=O